C(C)(C)(C)OC([C@H](CC1CC1)N1C=C(C(=CC1=O)OS(=O)(=O)C(F)(F)F)C(=O)OCC)=O (S)-ethyl 1-(1-tert-butoxy-3-cyclopropyl-1-oxopropan-2-yl)-6-oxo-4-(trifluoromethylsulfonyloxy)-1,6-dihydropyridine-3-carboxylate